COC1=CC(=C(N)C=C1C(F)(F)F)SCC1=CC=C(C=C1)OC 4-methoxy-2-((4-methoxybenzyl)thio)-5-(trifluoromethyl)aniline